C(=C)SC=1SC(=NN1)SC=C 2,5-Divinylmercapto-1,3,4-thiadiazole